diepoxypyridone N1C2=C(C3=C(C1=O)O3)O2